2-((5-(2-((3R)-6-((2,3-dimethoxypropyl)(methyl)amino)-2-methylhexan-3-yl)-2,6-diazaspiro[3.4]oct-6-yl)-1,2,4-triazin-6-yl)oxy)-N-ethyl-5-fluoro-N-isopropylbenzamide COC(CN(CCC[C@H](C(C)C)N1CC2(C1)CN(CC2)C=2N=CN=NC2OC2=C(C(=O)N(C(C)C)CC)C=C(C=C2)F)C)COC